2-[3-ethylsulfonyl-5-(trifluoromethyl)pyrazolo[1,5-a]pyridin-2-yl]-3-methyl-6-(trifluoromethyl)imidazo[4,5-b]pyridine C(C)S(=O)(=O)C=1C(=NN2C1C=C(C=C2)C(F)(F)F)C2=NC=1C(=NC=C(C1)C(F)(F)F)N2C